N1=CN=C(C=C1)C1=CN=C(S1)NC(=O)N 5-(PYRIMIDIN-4-YL)THIAZOL-2-YL-UREA